n-octyltrimethylsilane C(CCCCCCC)[Si](C)(C)C